[W].[Ti].[Si] silicon-titanium-tungsten